C(CCCCCCC)OC(CCC(=O)OCC(COC(CCCCCCC\C=C/C\C=C/CCCCC)=O)COC(=O)OC1CC(N(C(C1)(C)C)C)(C)C)OCCCCCCCC (9Z,12Z)-3-((4,4-bis(octyloxy)butanoyl)oxy)-2-(((((1,2,2,6,6-pentamethylpiperidin-4-yl)oxy)carbonyl)oxy)methyl)propyloctadeca-9,12-dienoate